N1(CCNCC1)CCOC=1C=CC=C2C=CC(=CC12)C=1SC=C(N1)CC(=O)NCC(=O)O (2-(2-(8-(2-(Piperazin-1-yl)Ethoxy)Naphthalen-2-yl)Thiazol-4-yl)Acetyl)Glycine